1,2-thiazole-4-carboxylic acid S1N=CC(=C1)C(=O)O